C(NC(C1=CN=CC=C1)=O)[2H] N-(methyl-d)nicotinamide